NC1=NC(=NC=2N1N=C(N2)C=2OC=CC2)N2[C@@H](CCC2)C(=O)N2CCN(CC2)CC(F)F (S)-(1-(7-amino-2-(furan-2-yl)-[1,2,4]triazolo[1,5-a][1,3,5]triazin-5-yl)pyrrolidin-2-yl)(4-(2,2-difluoroethyl)piperazin-1-yl)methanone